C(C)(C)(C)C1=CC=C(C=C1)NNC(COC1=C(OC2=C(C1=O)C=CC=C2)C2=CC=CC=C2)=O N'-(4-tert-butylphenyl)-2-((4-oxo-2-phenyl-4H-benzopyran-3-yl)oxy)acethydrazide